acetylenyl-phenylacetic acid C(#C)C(C(=O)O)C1=CC=CC=C1